(1s,4s)-4-(2-(4-(1,2,4-oxadiazol-5-yl)cyclohexylamino)-8-(2,4,6-trichlorophenylamino)-9H-purin-9-yl)cyclohexanecarboxamide O1N=CN=C1C1CCC(CC1)NC1=NC=C2N=C(N(C2=N1)C1CCC(CC1)C(=O)N)NC1=C(C=C(C=C1Cl)Cl)Cl